BrC=1C(=C(N(CC2=CC=C(C=C2)OC)CC2=CC=C(C=C2)OC)C=C(C1I)C)F 3-bromo-2-fluoro-4-iodo-N,N-bis(4-methoxybenzyl)-5-methylaniline